(S)-4-(3-carbamoyl-2-(4-phenoxyphenyl)-4,5,6,7-tetrahydropyrazolo[1,5-a]pyrimidin-7-yl)-[1,4'-bipiperidine]-1'-carboxylic acid tert-butyl ester C(C)(C)(C)OC(=O)N1CCC(CC1)N1CCC(CC1)[C@@H]1CCNC=2N1N=C(C2C(N)=O)C2=CC=C(C=C2)OC2=CC=CC=C2